tert-butyl 7-oxo-6-oxa-2-azaspiro[3.4]octane-2-carboxylate O=C1OCC2(CN(C2)C(=O)OC(C)(C)C)C1